4-Propargyl-proline C(C#C)C1C[C@H](NC1)C(=O)O